F[C@H]1C[C@@H](N(C1)C=1C=CC=2N(N1)C(=CN2)C=2N=NN(C2)C2=CC=C(C=C2)OC)C2=C(C=CC(=C2)F)OC 6-((2R,4S)-4-fluoro-2-(5-fluoro-2-methoxyphenyl)pyrrolidin-1-yl)-3-(1-(4-methoxyphenyl)-1H-1,2,3-triazol-4-yl)imidazo[1,2-b]pyridazine